FC(C(C(C(F)(F)F)(C(F)(F)F)F)=O)(F)F 1,1,1,3,4,4,4-Heptafluoro-3-(trifluoromethyl)butan-2-on